NCCCC[C@@H](C(COC1=C(C(=CC(=C1F)F)F)F)=O)NC([C@H](CC(C)C)NC(C(=O)NC1=C(C=CC=C1)F)=O)=O N1-((S)-1-(((S)-7-amino-2-oxo-1-(2,3,5,6-tetrafluorophenoxy)-heptan-3-yl)amino)-4-methyl-1-oxopentan-2-yl)-N2-(2-fluorophenyl)oxalamide